CCCCCCCCCCCC(=O)OC[C@H](COP(=O)(O)OC[C@@H](C(=O)O)N)OC(=O)CCCC/C=C\C/C=C\C/C=C\C/C=C\CC 1-dodecanoyl-2-(6Z,9Z,12Z,15Z-octadecatetraenoyl)-glycero-3-phosphoserine